ClC=1C=C2C(=CC1)NC(C21CCN(CC1)CCOC1=CC2=C(N(N=N2)C2CC(C2)(C)O)C(=C1)C(F)(F)F)=O 5-chloro-1'-(2-{[1-(3-hydroxy-3-methylcyclobutyl)-7-(trifluoromethyl)-1H-1,2,3-benzotriazol-5-yl]oxy}ethyl)-1,2-dihydrospiro[indole-3,4'-piperidin]-2-one